N-(2-chloro-6-methylphenyl)carboxamide ClC1=C(C(=CC=C1)C)NC=O